4,5-dihydroxy-2-hexenoic acid OC(C=CC(=O)O)C(C)O